1-(5Z,8Z,11Z,14Z,17Z-eicosapentaenoyl)-2-(6Z,9Z,12Z-octadecatrienoyl)-glycero-3-phosphoserine CCCCC/C=C\C/C=C\C/C=C\CCCCC(=O)O[C@H](COC(=O)CCC/C=C\C/C=C\C/C=C\C/C=C\C/C=C\CC)COP(=O)(O)OC[C@@H](C(=O)O)N